ClC1=CC=C(C=C1)[C@@H]1N(OCC1)C1=CC(=NC=N1)NC=1C(=CC(=C(C1)NC(C=C)=O)N1CCC(CC1)N1CCC(CC1)N(C)C)OC N-(5-((6-((R)-3-(4-chlorophenyl)isoxazolidine-2-yl)pyrimidine-4-yl)amino)-2-(4-(dimethylamino)-[1,4'-bipiperidine]-1'-yl)-4-methoxyphenyl)acrylamide